BrC1=C(C=C(C(=O)N2CC=3NC(N(C(C3C[C@H]2C)=O)C=2C=NC(=CC2)N2C[C@@H](CC2)O)=S)C=C1)C(F)(F)F (R)-7-(4-bromo-3-(trifluoromethyl)benzoyl)-3-(6-((R)-3-hydroxypyrrolidin-1-yl)pyridin-3-yl)-6-methyl-2-thioxo-2,3,5,6,7,8-hexahydropyrido[3,4-d]pyrimidin-4(1H)-one